(2-(3,6-dihydro-2H-pyran-4-yl)pyrimidin-4-yl)methanol O1CCC(=CC1)C1=NC=CC(=N1)CO